N-((2R,3R,4S,5R)-2-(2,4-dioxo-3,4-dihydropyrimidin-1(2H)-yl)-4-hydroxy-5-(hydroxymethyl)tetrahydrofuran-3-yl)palmitamide O=C1N(C=CC(N1)=O)[C@@H]1O[C@@H]([C@H]([C@H]1NC(CCCCCCCCCCCCCCC)=O)O)CO